(R)-4-(1-aminoethyl)-4-hydroxypiperidine-1-carboxylic acid tert-butyl ester C(C)(C)(C)OC(=O)N1CCC(CC1)(O)[C@@H](C)N